(R)-(3-fluoropyridin-2-yl)(tetrahydro-2H-pyran-4-yl)methanol methyl-[(1R,2S)-2,6-dimethyl-2,3-dihydro-1H-inden-1-yl]carbamate CN(C(=O)O[C@H](C1CCOCC1)C1=NC=CC=C1F)[C@@H]1[C@H](CC2=CC=C(C=C12)C)C